tert-butyl 3-[[1-[5-[2-(2,6-dioxo-3-piperidyl)-1,3-dioxo-isoindolin-5-yl] oxypentyl]-4-piperidyl]oxy]azetidine-1-carboxylate O=C1NC(CCC1N1C(C2=CC=C(C=C2C1=O)OCCCCCN1CCC(CC1)OC1CN(C1)C(=O)OC(C)(C)C)=O)=O